bromo-3-methyl-6-oxo-1,6-dihydropyridine-2-carboxylic acid methyl ester COC(=O)C=1N(C(C=CC1C)=O)Br